6-difluoromethylpyrimidine-4-ol FC(C1=CC(=NC=N1)O)F